C[SiH](C)C.C[SiH](C)C.[Li] lithium bis(trimethylsilane)